disodium azepane diphosphate [O-]P([O-])(=O)OP(=O)(O)O.N1CCCCCC1.[Na+].[Na+]